C(#N)[C@H](C[C@H]1C(NCCC1)=O)NC(=O)[C@@H]1N([C@H]2CC([C@@H]1CC2)(F)F)C([C@@H](NC2=C(C=CC(=C2)F)F)C)=O (1R,3R,4R)-N-((S)-1-cyano-2-((S)-2-oxopiperidin-3-yl)ethyl)-2-((2,5-difluorophenyl)-L-alanyl)-5,5-difluoro-2-azabicyclo[2.2.2]octane-3-carboxamide